6-fluoro-N-methyl-5-(4-((3-methyl-2-oxo-4-thioxo-1,2,3,4-tetrahydroquinazolin-7-yl)methyl)-3-oxopiperazin-1-yl)picolinamide FC1=C(C=CC(=N1)C(=O)NC)N1CC(N(CC1)CC1=CC=C2C(N(C(NC2=C1)=O)C)=S)=O